ClC1=CC=C(C=C1)C=1C=C2C(=NC1)NN=C2C(=O)C=2C(=C(C=CC2F)NS(=O)(=O)CCC)F propane-1-sulfonic acid {3-[5-(4-chlorophenyl)-1H-pyrazolo[3,4-b]pyridine-3-carbonyl]-2,4-difluoro-phenyl}-amide